COCNC(=O)N N-methoxymethyl-urea